amino-1-isopropyl-1H,1'H-[5,7'-biindazole] NC1=NN(C2=CC=C(C=C12)C=1C=CC=C2C=NNC12)C(C)C